FC1(CN([C@@H]([C@@H](O1)C)C([2H])([2H])NC1=NC=C(C=N1)C(F)(F)F)C(=O)[O-])F (5R,6S)-2,2-difluoro-6-methyl-5-(((5-(trifluoromethyl)pyrimidin-2-yl)amino)methyl-d2)morpholine-4-carboxylate